4-nitro-2-methoxybenzenediazonium [N+](=O)([O-])C1=CC(=C(C=C1)[N+]#N)OC